FN=[N+]=[N-] monofluoro azide